t-Butyl-4-((2-(1H-indol-3-yl)ethyl)amino)-2-chloro-7,8-dihydropyrido[4,3-d]pyrimidine-6(5H)-carboxylate C(C)(C)(C)OC(=O)N1CC2=C(N=C(N=C2NCCC2=CNC3=CC=CC=C23)Cl)CC1